(2S,4r)-1-[(2S)-2-(4-cyclopropyl-triazol-1-yl)-3,3-dimethyl-butyryl]-4-hydroxy-N-[(3-oxo-4H-1,4-benzoxazin-5-yl)methyl]pyrrolidine-2-carboxamide C1(CC1)C=1N=NN(C1)[C@H](C(=O)N1[C@@H](C[C@H](C1)O)C(=O)NCC1=CC=CC2=C1NC(CO2)=O)C(C)(C)C